C(C)(C)(C)OC(=O)N1CCN(CC1)C=1C=C2C(N(C(C2=CC1)=O)C1C(NC(CC1)=O)=O)=O.ClC1=CN=C2C(=N1)N(N=C2)CC(=O)NC2=CC=C(C=C2)C#N 2-(6-chloro-1H-pyrazolo[3,4-b]pyrazin-1-yl)-N-(4-cyanophenyl)acetamide Tert-butyl-4-[2-(2,6-dioxopiperidin-3-yl)-1,3-dioxoisoindol-5-yl]piperazine-1-carboxylate